OC1=C(C=CC=2OC(OC21)(C2=CC=CC=C2)C2=CC=CC=C2)C(\C=C\C2=CC=C(C=C2)CCCOC2OCCCC2)=O (E)-1-(4-Hydroxy-2,2-diphenylbenzo[d][1,3]dioxol-5-yl)-3-(4-(3-((tetrahydro-2H-pyran-2-yl)oxy)propyl)-phenyl)prop-2-en-1-one